ClC1=CC=C(C=2C(C=3C=NNC3CC21)=O)C 8-chloro-5-methyl-1H-benzo[f]indazol-4(9H)-one